NC1=CC(=C(OC[C@@H]2N(CCCC2)C(=O)OC(C)(C)C)C=C1)Br (R)-tert-butyl 2-((4-amino-2-bromophenoxy)methyl)piperidine-1-carboxylate